CC1=C(OC2=CC3=CN(N=C3C=C2C=2C3=C(C(N(C2)C)=O)NC(=C3)C(=O)NCC)CC)C(=CC=C1)C 4-(5-(2,6-dimethylphenoxy)-2-ethyl-2H-indazol-6-yl)-N-ethyl-6-methyl-7-oxo-6,7-dihydro-1H-pyrrolo[2,3-c]pyridine-2-carboxamide